OCC1=CC=2N=C(N=CC2S1)N[C@@H]1C[C@H](CC1)NC1=CC=C(C=N1)N1C(C=CC=C1)=O 6'-(((1S,3S)-3-((6-(hydroxymethyl)thieno[3,2-d]pyrimidin-2-yl)amino)cyclopentyl)amino)-2H-[1,3'-bipyridin]-2-one